CN1C(CN(CC1)C1=CC=C(C=C1)NC1=NC2=C(C=CC=C2C=N1)C=1C=C(C=CC1)NC(C=C)=O)=O N-(3-(2-((4-(4-methyl-3-oxopiperazin-1-yl)phenyl)amino)quinazolin-8-yl)phenyl)acrylamide